1-(4-acetyl-1,4-oxazepane-2-carbonyl)-4-fluoro-N-{phenyl[4-(propan-2-yl)phenyl]methyl}pyrrolidine-2-carboxamide C(C)(=O)N1CC(OCCC1)C(=O)N1C(CC(C1)F)C(=O)NC(C1=CC=C(C=C1)C(C)C)C1=CC=CC=C1